2-(difluoromethyl)-6-(4-(4-methyl-1-(oxetan-3-yl)-1H-pyrazol-5-yl)piperidin-1-yl)-4-((2R)-2-methyl-3-((R)-3-methylpiperazin-1-yl)azetidin-1-yl)nicotinonitrile FC(C1=C(C#N)C(=CC(=N1)N1CCC(CC1)C1=C(C=NN1C1COC1)C)N1[C@@H](C(C1)N1C[C@H](NCC1)C)C)F